C1(=CC=CC2=CC=CC=C12)C1OCOC1 4-naphthyl-1,3-dioxolane